C(C)N(C1=CC(=C(C=O)C=C1)OC)CC 4-(diethylamino)-2-methoxybenzaldehyde